BrC1=C(C(=C2C(=CC(=NC2=C1F)O)O)F)Cl 7-bromo-6-chloro-5,8-difluoroquinoline-2,4-diol